3-(cyclohex-1-en-1-yl)-5-(isoxazol-3-ylamino)-2-phenyl-6-(quinoxalin-6-yl)pyrazolo[1,5-a]pyrimidin-7(4H)-one C1(=CCCCC1)C=1C(=NN2C1NC(=C(C2=O)C=2C=C1N=CC=NC1=CC2)NC2=NOC=C2)C2=CC=CC=C2